C1(=CC=CC=C1)C(C1=CC=CC=C1)=NC1=NC=CC(=C1F)CO [2-(diphenylmethyleneamino)-3-fluoropyridin-4-yl]methanol